(5-bromo-1,3,4-thiadiazol-2-yl)propan-1-one BrC1=NN=C(S1)C(CC)=O